FC1(CCN(CC1)C(=O)C=1C=C2C(=NC1)N(C=C2)C=2C=CC(=NC2)C2=NOC(N2)=O)F 3-(5-(5-(4,4-difluoropiperidine-1-carbonyl)-1H-pyrrolo[2,3-b]pyridin-1-yl)pyridin-2-yl)-1,2,4-oxadiazol-5(4H)-one